N-[4-Fluoro-2-methyl-5-[(1-propan-2-ylpyrazol-3-yl)carbamoyl]phenyl]-2-methyl-1,3-thiazole-5-carboxamide FC1=CC(=C(C=C1C(NC1=NN(C=C1)C(C)C)=O)NC(=O)C1=CN=C(S1)C)C